C(C)(=O)NC=1SC(=CN1)N1N=CC(=C1)C=1C=C(C(=O)NC2CC2)C=CC1C 3-[1-(2-acetylamino-thiazol-5-yl)-1H-pyrazol-4-yl]-N-cyclopropyl-4-methyl-benzamide